C1=CC=CC=2C3=CC=CC=C3N(C12)C1=CC=C(C=C1)C1=NC(=C(C(=C1N1C2=CC=C(C=C2C=2C=C(C=CC12)C#N)C#N)C1=C(C=CC=C1)C1=NC(=NC(=N1)C1=CC=CC=C1)C1=CC=CC=C1)C1=CC=C(C=C1)N1C2=CC=CC=C2C=2C=CC=CC12)C1=CC=C(C=C1)N1C2=CC=CC=C2C=2C=CC=CC12 9-(2,5,6-tris(4-(9H-carbazol-9-yl)phenyl)-4-(2-(4,6-diphenyl-1,3,5-triazin-2-yl)phenyl)pyridin-3-yl)-9H-carbazole-3,6-dicarbonitrile